C(C)(C)(C)OC(=O)NCC=1C=CC(=NC1C)NC(=O)C1=CC2=C(OCCC3=C2SC=C3)C=C1C=1C(=NC(=CC1)C(NCCC)=O)C(=O)OC methyl 3-(9-((5-(((tert-butoxycarbonyl)amino)methyl)-6-methylpyridin-2-yl)carbamoyl)-4,5-dihydrobenzo[b]thieno[2,3-d]oxepin-8-yl)-6-(propylcarbamoyl)picolinate